tert-Butyl (chroman-4-ylmethyl)(ethyl)carbamate O1CCC(C2=CC=CC=C12)CN(C(OC(C)(C)C)=O)CC